Cl.ClC1=C(C=CC=C1C=1N=NN(C1)C1=C(C=C(C(=C1)F)F)F)[C@@]1(CC(N(C(N1)=N)[C@@H]1C[C@@H]([C@@H](CC1)O)C)=O)C |o1:29,31,32| (6S)-6-{2-Chloro-3-[1-(2,4,5-trifluorophenyl)-1,2,3-triazol-4-yl]-phenyl}-3-[(1S*,3S*,4R*)-4-hydroxy-3-methylcyclohexyl]-2-imino-6-methylhexahydro-pyrimidin-4-one hydrochloride